C1CCCC2=CC3=CC4=CC5=CC=CC=C5C=C4C=C3C=C12 1,3-dihydropentacene